COC(=O)[C@@H]1CN(CC[C@H]1N)C(=O)OC(C)(C)C (3R,4R)-4-amino-piperidine-1,3-dicarboxylic acid 1-tert-butyl 3-methyl ester